FC(C1=CC=C(C=C1)S(=O)(=O)N1C=2N(CC(C1)CNC(OC(C)(C)C)=O)N=CC2)(F)F tert-butyl ((4-((4-(trifluoromethyl)phenyl)sulfonyl)-4,5,6,7-tetrahydropyrazolo[1,5-a]pyrimidin-6-yl)methyl)carbamate